NC=1OC2=C(N1)C=CC(=C2)Cl amino-6-chlorobenzoxazole